3-methyl-8-(6-(1-methyl-1H-pyrazol-4-yl)pyridin-3-yl)-1-(4-(piperazin-1-yl)phenyl)-1,3-dihydro-2H-imidazo[4,5-c]quinolin-2-one CN1C(N(C2=C1C=NC=1C=CC(=CC21)C=2C=NC(=CC2)C=2C=NN(C2)C)C2=CC=C(C=C2)N2CCNCC2)=O